C(C1=CC=CC=C1)N(C(CCCCCCCCCCCCCCC)=O)CC1=CC=CC=C1 N,N-dibenzylpalmitamide